2'-bromo-4-[(3-fluoro-5-methylpyridin-2-yl)(2H2)methoxy]-5',6-dimethyl-[1,4'-bipyridin]-2-one BrC1=NC=C(C(=C1)N1C(C=C(C=C1C)OC([2H])([2H])C1=NC=C(C=C1F)C)=O)C